C12CNCC(N1C=1C3=C(N=C(N1)OC[C@H]1N(C[C@@H](C1)F)C1CC1)N=C(C(=C3)F)C3=CC(=CC1=CC=CC(=C31)F)O)C2 4-(4-(3,6-diazabicyclo[3.1.1]heptan-6-yl)-2-(((2S,4R)-1-cyclopropyl-4-fluoropyrrolidin-2-yl)methoxy)-6-fluoropyrido[2,3-d]pyrimidin-7-yl)-5-fluoronaphthalen-2-ol